tert-butyl 4-[8-({2,8-dimethylimidazo[1,2-a]pyrazin-6-yl}carbamoyl)cinnolin-5-yl]piperazine-1-carboxylate CC=1N=C2N(C=C(N=C2C)NC(=O)C=2C=CC(=C3C=CN=NC23)N2CCN(CC2)C(=O)OC(C)(C)C)C1